3-(4-((1H-indazol-5-yl)amino)-5-chloropyrimidin-2-yl)-3,6-diazabicyclo[3.2.1]octane-7-carboxylic acid ethyl ester C(C)OC(=O)C1NC2CN(CC1C2)C2=NC=C(C(=N2)NC=2C=C1C=NNC1=CC2)Cl